behenamido-propyldimethylamine C(CCCCCCCCCCCCCCCCCCCCC)(=O)NCN(C)CCC